C12(CC3CC(CC(C1)C3)C2)NC=2C=C(C=3N(N2)C(=NN3)C3CC3)NCC3=NC=CC=C3 N6-((3s,5s,7s)-adamantan-1-yl)-3-cyclopropyl-N8-(pyridin-2-ylmethyl)-[1,2,4]triazolo[4,3-b]pyridazine-6,8-diamine